[Fe].[Co].[Ni].ClC=1C=C(C=CC1F)N(C(CN(C=1N(C=CN1)C=C)C1=NC(=CC(=C1)C(F)(F)F)C)=O)C N-(3-chloro-4-fluorophenyl)-N-methyl-2-((6-methyl-4-(trifluoromethyl)pyridin-2-yl)(1-vinyl-1H-imidazol-2-yl)amino)acetamide nickel-cobalt-iron